N-[(2-{[(cyclobutylmethyl)amino]methyl}-3-fluoro-1H-indol-6-yl)methyl]-4-oxo-4H-pyrido[1,2-a]pyrimidine-2-carboxamide C1(CCC1)CNCC=1NC2=CC(=CC=C2C1F)CNC(=O)C=1N=C2N(C(C1)=O)C=CC=C2